2,6-dinonylbenzoquinone C(CCCCCCCC)C=1C(C(=CC(C1)=O)CCCCCCCCC)=O